S1S[C@@H](CC1)CCCCC(=O)OCC1C=NC=2C(=NC=NC21)N(C2CCC(CC2)CS(NC)(=O)=O)C (4-(Methyl((1r,4r)-4-((N-methylsulfamoyl)methyl)cyclohexyl)amino)-7H-pyrrolo[2,3]pyrimidin-7-yl)methyl 5-((R)-1,2-dithiolan-3-yl)pentanoate